(rac)-trans-3-amino-1-(N-(2-aminophenyl)sulfamoyl)-4-(3-boronopropyl)pyrrolidine-3-carboxylic acid N[C@@]1(CN(C[C@H]1CCCB(O)O)S(NC1=C(C=CC=C1)N)(=O)=O)C(=O)O |r|